N-methyl-N-{trans-3-[(propylsulfonyl)methyl]cyclobutyl}-7H-pyrrolo[2,3-d]pyrimidin-4-amine CN(C=1C2=C(N=CN1)NC=C2)[C@@H]2C[C@H](C2)CS(=O)(=O)CCC